FC(C1=NC(=NC(=C1)C(F)(F)F)N1[C@@H](C=2NC3=CC=C(C=C3C2CC1)Cl)CC1OCCOC1)(F)F (1R)-2-[4,6-bis(trifluoromethyl)pyrimidin-2-yl]-6-chloro-1-[(1,4-dioxan-2-yl)methyl]-2,3,4,9-tetrahydro-1H-pyrido[3,4-b]indole